CN1N=C(C=C1S(=O)(=O)N1CCC2(COCC2)CC1)C (S)-8-((1,3-dimethyl-1H-pyrazol-5-yl)sulfonyl)-3-oxa-8-azaspiro[4.5]decane